2-methyl-4-(1-methyl-1H-benzo[d]imidazol-2-yl)aniline CC1=C(N)C=CC(=C1)C1=NC2=C(N1C)C=CC=C2